4-hydroxy-3-methoxybenzamide OC1=C(C=C(C(=O)N)C=C1)OC